2-(Difluoromethylsulfonyl)-5-phenyl-6,7-dihydro-5H-pyrrolo[1,2-b][1,2,4]triazole FC(S(=O)(=O)C=1N=C2N(N1)C(CC2)C2=CC=CC=C2)F